N-((1R)-1-(3-(5-((6-(2-(4-(2,6-Dioxopiperidin-3-yl)phenoxy)acetamido)hexanamido)methyl)thiophen-2-yl)phenyl)ethyl)-2-methyl-5-(piperidin-4-ylamino)benzamide O=C1NC(CCC1C1=CC=C(OCC(=O)NCCCCCC(=O)NCC2=CC=C(S2)C=2C=C(C=CC2)[C@@H](C)NC(C2=C(C=CC(=C2)NC2CCNCC2)C)=O)C=C1)=O